C(C)(=O)N[C@@H](CSC1(CCC(CC1)=C(C)C)C)C(=O)OCC ethyl N-acetyl-S-(1-methyl-4-(propan-2-ylidene)cyclohexyl)cysteinate